ClC1=CC=C(C(=O)C2=C(C(=O)O)C=C(C=C2F)[C@@](CC)(O)C2(CCOCC2)F)C=C1 (+)-(R)-2-(4-chlorobenzoyl)-3-fluoro-5-(1-(4-fluorotetrahydro-2H-pyran-4-yl)-1-hydroxypropyl)benzoic acid